N(=O)NC1=C(C(=C2C(=CC=C12)N)N)NN=O N,N'-DinitrosopentaleneTetramine